(S)-(2-cyclopropyl-2-(3-((1-(2-(4,4-dimethylpentyl)-5-methoxyphenyl)piperidin-4-yl)methoxy)phenyl)ethyl)(methyl)phosphinic acid C1(CC1)[C@H](CP(O)(=O)C)C1=CC(=CC=C1)OCC1CCN(CC1)C1=C(C=CC(=C1)OC)CCCC(C)(C)C